3-[3-(1,3-benzodioxol-5-yl)imidazo[1,2-b]pyridazin-6-yl]-N-(2-dimethylamino-ethyl)benzamide O1COC2=C1C=CC(=C2)C2=CN=C1N2N=C(C=C1)C=1C=C(C(=O)NCCN(C)C)C=CC1